(6S)-N'-((1,2,3,5,6,7-hexahydro-s-indacen-4-yl)carbamoyl)-6-(3-methoxyazetidin-1-yl)-N-trityl-6,7-dihydro-5H-pyrazolo[5,1-b][1,3]oxazine-3-sulfonimidamide C1CCC2=C(C=3CCCC3C=C12)NC(=O)N=S(=O)(NC(C1=CC=CC=C1)(C1=CC=CC=C1)C1=CC=CC=C1)C=1C=NN2C1OC[C@H](C2)N2CC(C2)OC